O1C=CC2=C1C=CC=C2C=2C=C(OC2)C(C(=O)O)CC=O (4-(benzofuran-4-yl)furan-2-yl)-4-oxobutanoic acid